BrC1=NC=CC(=C1)C1(CC1)C#N 1-(2-bromopyridin-4-yl)cyclopropane-1-carbonitrile